tert-butyl N-(4-piperidylmethyl)carbamate N1CCC(CC1)CNC(OC(C)(C)C)=O